3-((3-Fluoro-4-(piperazin-1-yl)phenyl)amino)piperidine-2,6-dione FC=1C=C(C=CC1N1CCNCC1)NC1C(NC(CC1)=O)=O